COC(C(C)(C)C)=O Methyl-2,2-dimethylpropanoat